FC(F)(F)C=1N=C(C2=C(N1)C=NC=C2)N (trifluoromethyl)pyrido[3,4-d]pyrimidin-4-amine